CC(C)(C)C1=CC(=CC(=C1O)C(C)(C)C)CCC(=O)OCCSCCOC(=O)CCC2=CC(=C(C(=C2)C(C)(C)C)O)C(C)(C)C 3,5-bis(1,1-dimethylethyl)-4-hydroxybenzenepropanoic acid thiodi-2,1-ethanediyl ester